CC1(OB(OC1(C)C)C=1C=NN(C1)CCO)C 2-(4-(4,4,5,5-tetramethyl-1,3,2-dioxaborolan-2-yl)-1H-pyrazol-1-yl)ethan-1-ol